2-[(oxiran-2-yl)methyl]-8-(pyridin-2-yl)-1H,2H,3H-benzo[e]isoindol-3-one O1C(C1)CN1C(C=2C=CC3=C(C2C1)C=C(C=C3)C3=NC=CC=C3)=O